C1(=CC=CC=C1)C1=C(C(=CC=C1)C1=CC=CC=C1)C#N [1,1':3',1''-terphenyl]-2'-nitrile